ClC=1C=NC(=C(C(=O)NC2CCC(CC2)CN2C(N(C3=C2C=CC=C3)C=3C=NC(=CC3)NC(CC)=O)=O)C1)C(F)F 5-chloro-2-(difluoromethyl)-N-((1r,4r)-4-((2-oxo-3-(6-propionamidopyridin-3-yl)-2,3-dihydro-1H-benzo[d]imidazol-1-yl)methyl)cyclohexyl)nicotinamide